C(#N)C(C)(C)NC(=O)C1=NC=CC(=C1)NC(=O)C1=NOC(=C1)C1=C(C=CC=C1)OC N-[2-[(1-cyano-1-methyl-ethyl)carbamoyl]-4-pyridinyl]-5-(2-methoxyphenyl)isoxazole-3-carboxamide